ClC1=NC(=CC=C1N1CCN(CC1)CC=1C=C2NC(C=3N(C2=C(C1)F)C=NC3)=O)C(NC)=O 7-((4-(2-chloro-6-(methylcarbamoyl)pyridin-3-yl)piperazin-1-yl)methyl)-9-fluoroimidazo[1,5-a]quinoxalin-4(5H)-one